[Cs].C(#N)CC(=O)NC1=CC(=CC=C1)C1=CSC2=C1N=C(N=C2)NN2CCOCC2 2-cyano-N-(3-(2-(4-morpholinylamino)thieno[3,2-d]pyrimidin-7-yl)phenyl)acetamide cesium